CSC=1NC2=CC=CC=C2C1 2-(methylthio)indole